6-((1H-pyrrolo[2,3-b]pyridin-5-yl)oxy)-2-((1-(2-oxaspiro[3.3]heptan-6-yl)-5-(trifluoromethyl)-1H-pyrazol-3-yl)amino)-1-methyl-1H-imidazo[4,5-b]pyridine-7-carbonitrile N1C=CC=2C1=NC=C(C2)OC=2C(=C1C(=NC2)N=C(N1C)NC1=NN(C(=C1)C(F)(F)F)C1CC2(COC2)C1)C#N